[(5R,9R,12R,13R)-1,5,9-Trimethyl-11,14,15,16-tetraoxatetracyclo[10.3.1.04,13.08,13]hexadecan-10-yl] 4-[(E)-3-oxo-3-phenylprop-1-enyl]benzoate O=C(/C=C/C1=CC=C(C(=O)OC2[C@@H](C3CC[C@H](C4CCC5(OO[C@]43[C@H](O2)O5)C)C)C)C=C1)C1=CC=CC=C1